CC(CC(C(=O)OCCC(C)C)=O)CC(C(=O)OCCC(C)C)=O diisoamyl 4-methyl-2,6-dioxopimelate